7-{[3-(diethylamino)propyl]oxy}-6-methoxyquinoline C(C)N(CCCOC1=C(C=C2C=CC=NC2=C1)OC)CC